(S)-6-(2-amino-5-methylpyrimidin-4-yl)-7,8-difluoro-2-(4-((6-oxo-5-(trifluoromethyl)-1,6-dihydropyridazin-4-yl)amino)pentyl)isoquinolin-1(2H)-one NC1=NC=C(C(=N1)C=1C=C2C=CN(C(C2=C(C1F)F)=O)CCC[C@H](C)NC=1C=NNC(C1C(F)(F)F)=O)C